OCCOC1=C(C=C(C=C1Br)C(C)(C)C1=CC(=C(C(=C1)Br)OCCO)Br)Br 2,2-bis(4-(2-hydroxyethoxy)-3,5-dibromophenyl)propane